Bis(p-chlorophenyl)methylene(cyclopentadienyl)(2,7-diphenyl-3,6-di-t-butylfluorenyl)zirconium dichloride [Cl-].[Cl-].ClC1=CC=C(C=C1)C(=[Zr+2](C1=C(C(=CC=2C3=CC(=C(C=C3CC12)C1=CC=CC=C1)C(C)(C)C)C(C)(C)C)C1=CC=CC=C1)C1C=CC=C1)C1=CC=C(C=C1)Cl